C1(CCCCC1)NC(CN)(C)C N2-cyclohexyl-2-methyl-1,2-propanediamine